3-(4-((4-(2-iodoethyl)benzyl)oxy)-1-oxoisoindolin-2-yl)piperidine-2,6-dione ICCC1=CC=C(COC2=C3CN(C(C3=CC=C2)=O)C2C(NC(CC2)=O)=O)C=C1